O=C1NC2(N3C1=C1C=CC=CC1=C(C3=O)NC3=CC(=NC=N3)NC(=O)C3CC3)CCCCC2 N-(6-[1',5'-Dioxo-2'H-spiro[cyclohexane-1,3'-imidazo[4,3-a]isoquinolin]-6'-ylamino]pyrimidin-4-yl)cyclopropanecarboxamide